CN1CC(C1)CN1CCCCC1 1-[(1-methylazetidin-3-yl)methyl]piperidin